C(C1=CC=CC=C1)N1CCNC(C2=C1C=C(C=C2)Br)=O 1-benzyl-8-bromo-3,4-dihydro-1H-benzo[e][1,4]diazepin-5(2H)-one